COC(C1=CC=C(C=C1)C(NC1=CC2=C(NC(=N2)C2=CC=C(C=C2)C)C=C1)=O)=O 4-((2-(p-tolyl)-1H-benzimidazol-5-yl)carbamoyl)benzoic acid methyl ester